C1(CCCC1)[C@H](C(=O)O)NC(=O)OCC1C2=CC=CC=C2C=2C=CC=CC12 {R}-cyclopentyl({[(9H-fluoren-9-ylmethoxy)carbonyl]amino})acetic acid